FC=1C=C(C=CC1N1CCN(CC1)C)NC1=NC2=C(C=CC=C2C=N1)C=1C=C(C=NC1)NC(C=C)=O N-(5-(2-((3-fluoro-4-(4-methylpiperazin-1-yl)phenyl)amino)quinazolin-8-yl)pyridin-3-yl)acrylamide